1-ethyl-5-methyl-4,5,6,7-tetrahydro-1H-imidazo[4,5-c]pyridine C(C)N1C=NC=2CN(CCC21)C